tert-butyl ((1r,3r)-3-(3-chloro-5-fluorobenzamido)cyclobutyl)carbamate ClC=1C=C(C(=O)NC2CC(C2)NC(OC(C)(C)C)=O)C=C(C1)F